OC1=C(C=C2C(=CC(OC2=C1C=O)=O)COC)OC 7-hydroxy-6-methoxy-4-(methoxymethyl)-2-oxo-2H-chromene-8-carbaldehyde